COC(=O)C=1N=NC(=CC1OC)C1=C(C=C(C=C1)F)Cl 6-(2-chloro-4-fluorophenyl)-4-methoxypyridazine-3-carboxylic acid methyl ester